BrCC=1C(=NOC1C1CC1)C1=C(C=CC=C1F)C1CC1 4-(bromomethyl)-5-cyclopropyl-3-(2-cyclopropyl-6-fluorophenyl)-1,2-oxazole